2-[[1-[2-(difluoromethyl)-3-pyridyl]cyclopropanecarbonyl]amino]-4-[[3-fluoro-2-methoxy-propyl]-[4-(5,6,7,8-tetrahydro-1,8-naphthyridin-2-yl)butyl]amino]butanoic acid FC(C1=NC=CC=C1C1(CC1)C(=O)NC(C(=O)O)CCN(CCCCC1=NC=2NCCCC2C=C1)CC(CF)OC)F